C(C1=CC=CC=C1)O[C@@H]1[C@@H](CCCC1)NC=1C=C2CN(C(C2=CC1)=O)C1C(NC(CC1)=O)=O 3-(5-(((1R,2S)-2-(benzyloxy)cyclohexyl)amino)-1-oxoisoindolin-2-yl)piperidine-2,6-dione